ClC1=CC=C(C=C1)C(C(=O)N1CC2(C3=CC=C(C=C13)OC(F)(F)F)CC2)NC2=CC(=CC(=C2)OC)C(C)=NOC(CO)(C)C 2-(4-chlorophenyl)-2-((3-(1-(((1-hydroxy-2-methylpropan-2-yl)oxy)imino)ethyl)-5-methoxyphenyl)amino)-1-(6'-(trifluoromethoxy)spiro[cyclopropane-1,3'-indolin]-1'-yl)ethan-1-one